O[C@H](COC=1C=C(C=CC1)S(=O)(=O)NC(C)=O)CNC1COC2(C1)CCN(CC2)S(=O)(=O)C2=CC1=CC=CC=C1C=C2 N-(3-((2S)-2-hydroxy-3-(8-(naphthalen-2-ylsulfonyl)-1-oxa-8-azaspiro[4.5]decan-3-ylamino)propoxy)phenylsulfonyl)acetamide